6-{[2-Chloro-4-fluoro-5-(7-morpholin-4-yl-quinazolin-4-yl)-phenyl]hydroxy-methyl}-1-methyl-1H-pyridin-2-one ClC1=C(C=C(C(=C1)F)C1=NC=NC2=CC(=CC=C12)N1CCOCC1)C(C1=CC=CC(N1C)=O)O